ClC=1C=CC=C2C(C=C(OC12)C1=C(OC2CC(C2)C(=O)O)C=C(C=C1)CC)=O 3-[2-(8-chloro-4-oxo-chromen-2-yl)-5-ethyl-phenoxy]cyclobutane-carboxylic acid